bis((perfluoropropan-2-yl)sulfonyl)amine FC(C(C(F)(F)F)(S(=O)(=O)NS(=O)(=O)C(C(F)(F)F)(C(F)(F)F)F)F)(F)F